Cl.FC1=CC=C(C=C1)NC1N(C(=NC(=N1)N)N1CCCC1)C=1C=C(C=CC1)C N-(4-Fluorophenyl)-6-pyrrolidin-1-yl-N1-m-tolyl-[1,3,5]triazine-2,4-diamine hydrochloride